NC1=C(C=NN1)C(=O)NC1=C(C=CC=C1)C(F)(F)F 5-amino-N-(2-(trifluoromethyl)phenyl)-1H-pyrazole-4-carboxamide